tert-butyl (1-(2-(methyl(2-(p-tolyloxy)ethyl)amino)-2-oxoethyl)-1H-pyrazol-4-yl)carbamate CN(C(CN1N=CC(=C1)NC(OC(C)(C)C)=O)=O)CCOC1=CC=C(C=C1)C